[Br].Br.NC1=NC=C(C=C1CO)Br (2-Amino-5-bromopyridin-3-yl)methanol hydrobromide Bromine